N-[(2R,3S)-2-(2-fluorophenyl)-1-[1-(1-methyl-6-oxo-3-pyridyl)indazol-5-yl]-5-oxo-pyrrolidin-3-yl]cyclopropanecarboxamide FC1=C(C=CC=C1)[C@H]1N(C(C[C@@H]1NC(=O)C1CC1)=O)C=1C=C2C=NN(C2=CC1)C1=CN(C(C=C1)=O)C